C(C)O\N=C(/C)\C1=CC=C(C(=N1)N1C(=NN(C1=O)C1=CC=CC=C1)C)S(=O)(=O)C (E)-4-(6-(1-(ethoxyimino)ethyl)-3-(methylsulfonyl)pyridin-2-yl)-3-methyl-1-phenyl-1H-1,2,4-triazol-5(4H)-one